C(C)S(=O)(=O)O.FC([C@H]1N(C(SC1)=C=O)C=1N=C2N(CCOC3=C2C=CC(=C3)N[C@H](C(=O)N)C)C1)F (S)-2-((2-((R)-4-(difluoromethyl)-2-carbonyl-thiazolidine-3-yl)-5,6-dihydrobenzo[f]imidazo[1,2-d][1,4]oxazepin-9-yl)amino)propionamide ethanesulfonate